C(C)(=O)OCC(=O)N[C@@H]1[C@H](C[C@](O[C@H]1[C@@H]([C@@H](CN=[N+]=[N-])O)O)(C(=O)OC)SC1=CC=C(C=C1)C)O 2-methyl (2R,4S,5R,6R)-5-(2-acetoxyacetamido)-6-((1R,2R)-3-azido-1,2-dihydroxypropyl)-4-hydroxy-2-(p-tolylthio)tetrahydro-2H-pyran-2-carboxylate